thiaindeneboronic acid S1(C=CC2=CC=CC=C12)B(O)O